2-((3-(2-(allyl(methyl)-amino)ethyl)-1H-indol-4-yl)oxy)-6-(hydroxymeth-yl)tetrahydro-2H-pyran-3,4,5-triol C(C=C)N(CCC1=CNC2=CC=CC(=C12)OC1OC(C(C(C1O)O)O)CO)C